N-(5-(4-cyano-2-fluorophenyl)thiazolo[5,4-b]pyridin-2-yl)-5-(2-methoxyphenyl)pyridazine-4-carboxamide C(#N)C1=CC(=C(C=C1)C1=CC=C2C(=N1)SC(=N2)NC(=O)C2=CN=NC=C2C2=C(C=CC=C2)OC)F